(-)-1-[(3S*,4R*)-4-(2,6-difluoro-4-methoxy-phenyl)-2-oxo-pyrrolidin-3-yl]-3-phenylurea FC1=C(C(=CC(=C1)OC)F)[C@H]1[C@@H](C(NC1)=O)NC(=O)NC1=CC=CC=C1 |o1:10,11|